4-(4-(N-(tert-butoxycarbonyl)sulfamoyl)-1,4-diazepan-1-yl)-6-methoxyquinazolin-7-yl-trifluoromethylsulfonic acid C(C)(C)(C)OC(=O)NS(=O)(=O)N1CCN(CCC1)C1=NC=NC2=CC(=C(C=C12)OC)OS(=O)(=O)C(F)(F)F